CC=1C=NSC1C(=O)O 4-methylisothiazole-5-carboxylic acid